Cl.C1(CC1)OC1=CC=C(C=C1)N1C(N2C(CN[C@@H](C2)C)=C1C(=O)NCC1=C(C=CC=C1C1=NC=NC=C1)F)=O |o1:17| (R*)-2-(4-cyclopropoxyphenyl)-N-(2-fluoro-6-(pyrimidin-4-yl)benzyl)-6-methyl-3-oxo-2,3,5,6,7,8-hexahydroimidazo[1,5-a]pyrazine-1-carboxamide hydrochloride